C(C)(C)(C)OC(=O)N1CC(N(CC1)C(=O)C1=NC=[N+](C=C1)[O-])(C)C 4-(4-(tert-butoxycarbonyl)-2,2-dimethylpiperazine-1-carbonyl)pyrimidine 1-oxide